ClC1=CC=2C=C3N(CCN(C3)C(=O)C3CN(CC3)CC3NCC3)C2N=C1 2-((3-(3-chloro-6,7,8,9-tetrahydropyrido[3',2':4,5]pyrrolo[1,2-a]pyrazine-7-carbonyl)pyrrolidin-1-yl)methyl)azetidin